C(C)(C)C1=CC=C(C=C1)C1=NOC=C1 3-(4-isopropylphenyl)-isoxazole